(3S,4S)-8-(5-((7-chloro-1H-indazol-6-yl)thio)pyrazin-2-yl)-3-methyl-2-oxa-8-azaspiro[4.5]decan-4-amine hydrochloride Cl.ClC=1C(=CC=C2C=NNC12)SC=1N=CC(=NC1)N1CCC2([C@@H]([C@@H](OC2)C)N)CC1